5-methyl-2-(trifluoromethyl)pyrimidine 1-oxide CC=1C=NC(=[N+](C1)[O-])C(F)(F)F